O[C@H]1[C@@H](CC1)NC(=O)C=1C=NN2C1N=C(C=C2NC)NC=2C(N(C=CC2)N2CCOCC2)=C=O N-((1R,2R)-2-Hydroxycyclobutyl)-7-(methylamino)-5-((1-morpholino-2-carbonyl-1,2-dihydropyridin-3-yl)amino)pyrazolo[1,5-a]pyrimidine-3-carboxamide